BrC1=CN=C(S1)C1CCC2(OCCO2)CC1 5-bromo-2-(1,4-dioxaspiro[4.5]dec-8-yl)thiazole